[Cu].N1C(C=CC2=CC=CC=C12)=O quinolinone copper